3-((2-chloro-6,7-dihydrothieno[3,2-d]pyrimidin-4-yl)amino)thietane-1,1-dioxide ClC=1N=C(C2=C(N1)CCS2)NC2CS(C2)(=O)=O